1H-pyrrolo[2,3-b]pyridine-6-carbonitrile formate salt C(=O)O.N1C=CC=2C1=NC(=CC2)C#N